(4-(hydroxymethyl)-2-oxabicyclo[2.2.2]oct-1-yl)benzoic acid methyl ester COC(C1=C(C=CC=C1)C12OCC(CC1)(CC2)CO)=O